FC1=C(CC2=NC3=C(N2C[C@H]2OCC2)C=C(C=C3F)C(=O)O)C=C(C(=C1)C1=NC=CC(=N1)OCC1=C(C=C(C=C1)C(F)(F)F)F)F (S)-2-(2,5-difluoro-4-(4-((2-fluoro-4-(trifluoromethyl)benzyl)oxy)pyrimidin-2-yl)benzyl)-4-fluoro-1-(oxetan-2-ylmethyl)-1H-benzo[d]imidazole-6-carboxylic acid